cerium chloride [Cl-].[Ce+3].[Cl-].[Cl-]